C(C)(C)[C@]1(O)[C@@H]([C@@H](O)[C@@H](O)[C@H](O1)CO)NC(C(F)(F)F)=O isopropyl-2-deoxy-2-trifluoroacetylamino-β-D-galactopyranose